[N-](S(=O)(=O)C(F)(F)F)S(=O)(=O)C(F)(F)F.C(C)N1C=NC=C1 N-ethylimidazole bis(trifluoromethanesulfonyl)imide salt